3-(2-chloro-4-fluorophenyl)propanal ClC1=C(C=CC(=C1)F)CCC=O